ClC1=C(C=C2C(=N1)N(C=C2C(C(F)F)=O)CC(C)(C)C)F 1-(6-chloro-5-fluoro-1-neopentyl-1H-pyrrolo[2,3-b]pyridin-3-yl)-2,2-difluoroethan-1-one